C(C)(C)(C)OC(=O)N[C@H](C(=O)O)CCN(CCCCC1=NC=2NCCCC2C=C1)CCCF (S)-2-((tert-butoxycarbonyl)amino)-4-((3-fluoropropyl)(4-(5,6,7,8-tetrahydro-1,8-naphthyridin-2-yl)butyl)amino)butanoic acid